(5-amino-7-fluoropyrazolo[1,5-c]quinazolin-2-yl)(4-(pyridin-2-yl)piperazin-1-yl)methanone NC1=NC=2C(=CC=CC2C=2N1N=C(C2)C(=O)N2CCN(CC2)C2=NC=CC=C2)F